tetrapyridine copper oxalate C(C(=O)[O-])(=O)[O-].[Cu+2].N1=CC=CC=C1.N1=CC=CC=C1.N1=CC=CC=C1.N1=CC=CC=C1